2-amino-8-fluoro-N-[[3-(5-methyl-2-pyridyl)-2-pyridyl]methyl]quinazoline-4-carboxamide NC1=NC2=C(C=CC=C2C(=N1)C(=O)NCC1=NC=CC=C1C1=NC=C(C=C1)C)F